OB1OCC2=C1C=C(C=C2C(F)(F)F)C(=O)N[C@H]([C@@H](C(=O)O)NC(=O)C2=CC1=C(B(OC1)O)C(=C2)C(F)(F)F)C (2S,3S)-3-(1-hydroxy-4-(trifluoromethyl)-1,3-dihydrobenzo[c][1,2]oxaborole-6-carboxamido)-2-(1-hydroxy-7-(trifluoromethyl)-1,3-dihydrobenzo[c][1,2]oxaborole-5-carboxamido)butanoic acid